[2-(difluoromethoxy)-4-[4-(difluoromethyl)-2-methyl-6-(1-methylpyrazol-4-yl)indazol-3-yl]-6-methoxyphenyl]-[3-(difluoromethyl)-3-hydroxyazetidin-1-yl]methanone FC(OC1=C(C(=CC(=C1)C=1N(N=C2C=C(C=C(C12)C(F)F)C=1C=NN(C1)C)C)OC)C(=O)N1CC(C1)(O)C(F)F)F